7-benzyloxy-4-(4-fluorophenyl)-3-(2-methoxy-1-methyl-ethyl)-1-oxo-quinolin-1-ium C(C1=CC=CC=C1)OC1=CC=C2C(=C(C[N+](C2=C1)=O)C(COC)C)C1=CC=C(C=C1)F